C(C)(C)N1N=C(C=C1)C1=C(C2=C(N=C(N=C2N[C@H]2C[C@H](CC2)OC)C=2N(C=CN2)C)S1)C 6-(1-isopropyl-1H-pyrazol-3-yl)-N-((1R,3S)-3-methoxycyclopentyl)-5-methyl-2-(1-methyl-1H-imidazol-2-yl)thieno[2,3-d]pyrimidin-4-amine